N-((1H-benzo[d]imidazol-6-yl)methyl)-4-((dimethylamino)methyl)-N-(3-methoxybenzyl)aniline N1C=NC2=C1C=C(C=C2)CN(C2=CC=C(C=C2)CN(C)C)CC2=CC(=CC=C2)OC